Methyl (4-(3-(3,5-dimethylisoxazol-4-yl)-5-methylphenoxy)-3,5-dimethylphenyl)carbamate CC1=NOC(=C1C=1C=C(OC2=C(C=C(C=C2C)NC(OC)=O)C)C=C(C1)C)C